BrCC1=C(C=CC=C1)[N+](=O)[O-] 1-(1-bromomethyl)-2-nitrobenzene